5-(4-((3-ethyl-5-methyl-2,4-dioxo-1,2,3,4-tetrahydroquinazolin-7-yl)methyl)piperazin-1-yl)-N,6-dimethylpicolinamide C(C)N1C(NC2=CC(=CC(=C2C1=O)C)CN1CCN(CC1)C=1C=CC(=NC1C)C(=O)NC)=O